6-(1-acetyl-3,6-dihydro-2H-pyridin-5-yl)-4-chloro-7-fluoro-1H-indole-2-carboxylic acid C(C)(=O)N1CCC=C(C1)C1=CC(=C2C=C(NC2=C1F)C(=O)O)Cl